FC=1C=C2C(C(=CN(C2=NC1)C1=C(C=C(C=C1F)F)F)C(=O)N)=O (E)-6-fluoro-4-oxo-1-(2,4,6-trifluorophenyl)-1,4-dihydro-1,8-naphthyridine-3-carboxamide